3-(3-((8-((4,6-difluoro-1H-indol-5-yl)oxy)-5H-[1,2,4]triazolo[5,1-a]isoindol-2-yl)methyl)-2-fluorophenyl)propanoic acid FC1=C2C=CNC2=CC(=C1OC1=CC=C2CN3C(C2=C1)=NC(=N3)CC=3C(=C(C=CC3)CCC(=O)O)F)F